4'H,6'H-spiro[piperidine-4,5'-pyrrolo[1,2-b]pyrazole]-1-carboxylate N=1N2C(=CC1)CC1(C2)CCN(CC1)C(=O)[O-]